FC(C1=NC(=CC=C1OC[C@](CC(C)C)(N)C)C1=CC=NC2=CC(=CC=C12)F)F (S)-1-((2-(difluoromethyl)-6-(7-fluoroquinolin-4-yl)pyridin-3-yl)oxy)-2,4-dimethylpentan-2-amine